FC=1C=C(C=NC1N1C=NC(=C1)C1NCCOC1)NC(CC1=NC(=CC=C1)C(F)(F)F)=O N-(5-fluoro-6-(4-(morpholin-3-yl)-1H-imidazol-1-yl)pyridin-3-yl)-2-(6-(trifluoromethyl)pyridin-2-yl)acetamide